methyl (R)-3-(2-(difluoromethoxy)-5-fluoropyridin-4-yl)-1-isopropyl-4,5,6,7-tetrahydro-1H-indazole-6-carboxylate FC(OC1=NC=C(C(=C1)C1=NN(C=2C[C@@H](CCC12)C(=O)OC)C(C)C)F)F